C1(CC1)C#CC=1C=C(C=CC1F)C1=NN(C(=C1CC1=CC(=C(C=C1)S(N)(=O)=O)F)CC1CC1)C=1OC=C(N1)C(=O)O 2-[3-[3-(2-cyclopropylethynyl)-4-fluorophenyl]-5-(cyclopropylmethyl)-4-[(3-fluoro-4-sulfamoylphenyl)methyl]pyrazol-1-yl]-1,3-oxazole-4-carboxylic acid